(S or R)-N-(1-(1-(2-(Azetidin-1-yl)pyrimidin-5-yl)ethyl)-1H-pyrazol-4-yl)-6-(5-chloro-2-(1H-tetrazol-1-yl)phenyl)pyrazine-2-carboxamide N1(CCC1)C1=NC=C(C=N1)[C@H](C)N1N=CC(=C1)NC(=O)C1=NC(=CN=C1)C1=C(C=CC(=C1)Cl)N1N=NN=C1 |o1:10|